C(C)(C)(C)OC(N=[S@@](=O)(NC(=O)NC1=C2C(=NC3=C1CCC3)[C@@H](CC2)C)C2=NN(C=C2)CF)=O Tert-butyl((R)-(1-(fluoromethyl)-1H-pyrazol-3-yl)(3-((R)-3-methyl-1,2,3,5,6,7-hexahydrodicyclopenta[b,e]pyridin-8-yl)ureido)(oxo)-λ6-sulfaneylidene)carbamate